(3-((tetrahydro-2H-pyran-2-yl) oxy) propyl) glutarate C(CCCC(=O)[O-])(=O)OCCCOC1OCCCC1